(S)-5-(2-fluorophenyl)-N-methyl-3-(1-phenylethoxy)-1H-pyrrole-2-carboxamide FC1=C(C=CC=C1)C1=CC(=C(N1)C(=O)NC)O[C@@H](C)C1=CC=CC=C1